2-[6-(bromomethyl)-3-pyridyl]-5-(difluoromethyl)-1,3,4-oxadiazole BrCC1=CC=C(C=N1)C=1OC(=NN1)C(F)F